3-methyl-3-(methyl(oxetan-3-yl)amino)-2-methylenebutanoic acid CC(C(C(=O)O)=C)(C)N(C1COC1)C